5-nitro-2-indenone [N+](=O)([O-])C1=CC2=CC(C=C2C=C1)=O